methyl 2-methyl-4-({5H,6H,7H,8H-pyrido[3,4-d]pyrimidin-2-yl}amino)benzoate CC1=C(C(=O)OC)C=CC(=C1)NC=1N=CC2=C(N1)CNCC2